CN1C(C(=CC2=C1N=CN=C2)C=2CCNCC2)=O 8-methyl-6-(1,2,3,6-tetrahydropyridin-4-yl)pyrido[2,3-d]pyrimidin-7(8H)-one